2-[9-[3-(cyclopropylcarbamoyloxy)propyl]-1,9-diazatricyclo[6.3.1.04,12]dodeca-2,4(12),5,7-tetraen-2-yl]-7-methoxy-1-methyl-benzimidazole-5-carboxylic acid methyl ester COC(=O)C1=CC2=C(N(C(=N2)C=2N3CCN(C4=CC=CC(C2)=C34)CCCOC(NC3CC3)=O)C)C(=C1)OC